OC(CN1C(C2=CC(=CC=C2C2(C1)CC2)[N+](=O)[O-])=O)CN2CC1=CC=CC=C1C2 2'-(2-hydroxy-3-(isoindolin-2-yl)propyl)-7'-nitro-2',3'-dihydro-1'H-spiro[cyclopropane-1,4'-isoquinoline]-1'-one